IC1=C(OCC=2CCN(CC2)C(=O)OC(C)(C)C)C=C(C=C1)[N+](=O)[O-] tert-Butyl 4-((2-iodo-5-nitrophenoxy)methyl)-3,6-dihydropyridine-1(2H)-carboxylate